COC=1C=C(CN2C(C=CC(=C2)C2=NC(=NC(=C2)C2=C(C=CC=C2)F)S(=O)(=O)C)=O)C=CC1OC 1-(3,4-dimethoxybenzyl)-5-(6-(2-fluorophenyl)-2-(methylsulfonyl)pyrimidin-4-yl)pyridin-2(1H)-one